C(C)(C)C1=C(C=C(C(=O)O)C=C1OC)OC 4-isopropyl-3,5-dimethoxybenzoic acid